C(C)(C)(C)N(C(O)=O)[C@@H]1C(N(C2=C(OC1)C(=CC=N2)C#CC(C)(C)O)C)=O.C(C)(C)(C)OOC2=C(C=CC=C2)C(C)C tert-butyl-peroxyisopropyl-benzene tert-butyl-(S)-(9-(3-hydroxy-3-methylbut-1-yn-1-yl)-5-methyl-4-oxo-2,3,4,5-tetrahydropyrido[3,2-b][1,4]oxazepin-3-yl)carbamate